[Na+].C(CCCCCCCCCCC)C1CCC2=C(C=C(C=C12)S(=O)(=O)[O-])[N+](=O)[O-] 1-dodecyl-4-nitroindan-6-sulfonic acid sodium salt